C1(C(CCCC1)C(=O)OCCCCCCC(C)C)C(=O)OCCCCCCC(C)C 1,2-cyclohexanedicarboxylic acid, 1,2-diisononyl ester